CC1=C(C2=C(N(C(=N2)CN2CCC(CC2)C2=CC=CC=3O[C@@](OC32)(C)C3=NC=C(C=C3)Cl)CC3=CN=CS3)C=C1)OC1CC1 methyl-(R)-2-((4-(2-(5-chloropyridin-2-yl)-2-methylbenzo[d][1,3]dioxol-4-yl)piperidin-1-yl)methyl)-4-cyclopropoxy-1-(thiazol-5-ylmethyl)-1H-benzo[d]imidazole